BrC=1C=C(C=C(C1)Cl)NC(=O)NC1=CC(=CC=C1)SC 1-(3-bromo-5-chlorophenyl)-3-(3-methylsulfanylphenyl)urea